C(#N)[B-](C#N)(C#N)C#N.CN1C(=[N+](C=C1)C)C 1,2,3-trimethyl-imidazolium tetracyanoborate